CN(C/C=C/C(=O)NC1=CC(=NC=C1)C=1C=CC=C2C=NC(=NC12)NC1=CC=C(C=C1)N1CCOCC1)C (E)-4-(dimethylamino)-N-(2-(2-((4-morpholinylphenyl)amino)quinazolin-8-yl)pyridin-4-yl)but-2-enamide